ClC=1C(=C2C=NNC2=C(C1F)C1COCCC1)C=1N=CC=2N(C1)C=C(N2)NC(=O)C2C(C2)F N-(6-(5-chloro-6-fluoro-7-(tetrahydro-2H-pyran-3-yl)-1H-indazol-4-yl)imidazo[1,2-a]pyrazin-2-yl)-2-fluorocyclopropane-1-carboxamide